[2H][C@@](C)(C=1C=C(C=C2C(C(=C(OC12)C1=CC=CC=C1)C)=O)C)NC=1C(=NC=CC1)C#N 3-[[(1R)-1-Deuterio-1-(3,6-dimethyl-4-oxo-2-phenyl-chromen-8-yl)ethyl]amino]pyridine-2-carbonitrile